(S)-N-(3-chloro-2-fluorophenylmethyl)-2-((tetrahydrofuran-3-yl)amino)acetamide ClC=1C(=C(C=CC1)CNC(CN[C@@H]1COCC1)=O)F